C12CNCC(CC1)N2C=2SC=1CN(CCC1N2)C(=O)C2=CC(=CC=C2)C(F)F (2-(3,8-diazabicyclo[3.2.1]octan-8-yl)-6,7-dihydrothiazolo[5,4-c]pyridin-5(4H)-yl)(3-(difluoromethyl)phenyl)methanone